C(C)OC1=C(O[C@H]2CN(CCC2)C2=CN=CC(=N2)NC(=O)C2CCN(CC2)C2=NC=C(C=N2)C(=O)OC)C=CC=C1 Methyl (R)-2-(4-((6-(3-(2-ethoxyphenoxy)piperidin-1-yl)pyrazin-2-yl)carbamoyl)piperidin-1-yl)pyrimidine-5-carboxylate